C(C)(=O)OCC1=C(N2C([C@H]([C@H]2SC1)NC(C(C1=CC=CC=C1)NC(C1=CC=C(C=C1)C=CC(C1=CC=CC=C1)=O)=O)=O)=O)C(=O)O (6R,7R)-3-(Acetyloxymethyl)-8-oxo-7-[[2-[[4-(3-oxo-3-phenylprop-1-enyl)benzoyl]amino]-2-phenylacetyl]amino]-5-thia-1-azabicyclo[4.2.0]oct-2-ene-2-carboxylic acid